1-(6-(2-hydroxy-prop-2-yl)pyridin-2-yl)-1,2-dihydro-3H-pyrazolo[3,4-d]Pyrimidin-3-one OC(C)(C)C1=CC=CC(=N1)N1NC(C=2C1=NC=NC2)=O